C\C(=C/CCC(C)=O)\CCC=C(C)C (E)-6,10-dimethylundec-5,9-dien-2-one